ON(S(=O)(=O)C1=NC=C(C=C1)NC=1OC(=CN1)C1=CC=C(C=C1)C(F)(F)F)C N-hydroxy-N-methyl-5-((5-[4-(trifluoromethyl)phenyl]-1,3-oxazol-2-yl)amino)pyridine-2-sulfonamide